6-[4-(1-cyclohexyl-1H-tetrazol-5-yl)butoxy]-3,4-dihydrocarbostyril C1(CCCCC1)N1N=NN=C1CCCCOC=1C=C2CCC(NC2=CC1)=O